1',1'-difluoro-3-(5-fluoro-1H-pyrazolo[3,4-b]pyridin-4-yl)-2-(5-fluoro-2-pyridinyl)spiro[4,7-dihydropyrazolo[5,1-c][1,4]oxazine-6,2'-cyclopropane] FC1(C2(C1)CN1C(CO2)=C(C(=N1)C1=NC=C(C=C1)F)C1=C2C(=NC=C1F)NN=C2)F